C(C1CO1)C1=CC=C(C(=C)C)C=C1 4-glycidyl-α-methylstyrene